C(C=1C(C(=O)O)=CC=CC1)(=O)N[C@@H](CC1=CNC2=CC=CC=C12)C(=O)O N-Phthaloyl-L-tryptophan